1',1'-Dioxidospiro[cyclopropane-1,4'-pyrido[2,3-b][1,4,5]oxathiazepin] O=S1(C2=C(OC3(C=N1)CC3)N=CC=C2)=O